C1(C(CCCC1)C(=O)O)C(=O)O.[Al] aluminum cyclohexane-1,2-dicarboxylic acid